O[C@H]1C[C@@]2([C@@]3(OC(O[C@@H]3C[C@H]2[C@@H]2CCC3=CC(C=C[C@@]3([C@@H]12)C)=O)(C)C)C(CO)=O)C (1S,2S,4R,8S,9S,11S,12S,13R)-11-hydroxy-8-(2-hydroxyacetyl)-6,6,9,13-tetramethyl-5,7-dioxapentacyclo[10.8.0.02,9.04,8.013,18]icosa-14,17-dien-16-one